COC1CC(C1)(C1=CC=CC=C1)CNC1=CC(=NC=2N1N=C(C2)C(F)(F)F)C(F)(F)F N-(((1s,3s)-3-Methoxy-1-phenylcyclobutyl)methyl)-2,5-bis(trifluoromethyl)pyrazolo[1,5-a]pyrimidin-7-amine